tert-Butyl (3S)-5-(dimethylamino)-3-[[3-(5-methyl-1,2,4-oxadiazol-3-yl)benzoyl]amino]pentanoate CN(CC[C@@H](CC(=O)OC(C)(C)C)NC(C1=CC(=CC=C1)C1=NOC(=N1)C)=O)C